CSC1=NC=C(C(=N1)N[C@H]1CN(CCC1)C(CC)=O)C(=O)O (R)-2-(Methylthio)-4-((1-propionylpiperidin-3-yl)amino)pyrimidine-5-carboxylic acid